N1-(4-chlorophenyl)-N2-((S)-4-methyl-1-oxo-1-(((S)-3-oxo-1-((S)-2-oxopyrrolidin-3-yl)-4-(2,3,5,6-tetrafluorophenoxy)butan-2-yl)amino)pentan-2-yl)oxalamide ClC1=CC=C(C=C1)NC(C(=O)N[C@H](C(N[C@@H](C[C@H]1C(NCC1)=O)C(COC1=C(C(=CC(=C1F)F)F)F)=O)=O)CC(C)C)=O